1,4-di(n-propoxy)naphthalene C(CC)OC1=CC=C(C2=CC=CC=C12)OCCC